F[C@@]1(CN(CC[C@@H]1O)C1=NC=NC(=N1)NC=1N=CC2=C(N=CC(=C2C1)C(C)C)N1[C@@H]([C@H](C1)CS(=O)(=O)C)C)C (3R,4S)-3-fluoro-1-(4-((5-isopropyl-8-((2R,3S)-2-methyl-3-((methylsulfonyl)methyl)azetidine-1-yl)-2,7-naphthyridin-3-yl)amino)-1,3,5-triazin-2-yl)-3-methylpiperidin-4-ol